BrC=1C=C(C=NC1)S(=O)(=O)NC1=C(C(=C(C=C1)Cl)C#CC=1C=C2C(=NC1)NN=C2)F 5-bromo-N-(4-chloro-2-fluoro-3-(1H-pyrazolo[3,4-b]pyridin-5-ylethynyl)phenyl)-pyridine-3-sulfonamide